C=C(CC)C=CC=C 3-methylenehepta-4,6-diene